C1(CCCC1)C[C@H]1[C@H](C2=CC=C(C=C2C(C1)(F)F)O)C1=CC=C(C=C1)N1CCC(CC1)C=O 1-[4-[(1S,2R)-2-(cyclopentylmethyl)-4,4-difluoro-6-hydroxy-tetralin-1-yl]phenyl]piperidine-4-carbaldehyde